(S)-N-((5-(1-(cyclohexylsulfonyl)piperidin-2-yl)-1,2,4-oxadiazol-3-yl)methyl)-1-naphthamide C1(CCCCC1)S(=O)(=O)N1[C@@H](CCCC1)C1=NC(=NO1)CNC(=O)C1=CC=CC2=CC=CC=C12